C(C#C)OC1OCCCC1 2-(prop-2-yn-1-yloxy)-tetrahydro-2H-pyran